C1(CC1)C1=NC=NC(=C1C1=NC(=C2C(=N1)NN=C2)OCC2=CC=C(C=C2)C=2N(C=C(N2)C(F)(F)F)C)OC 6-(4-cyclopropyl-6-methoxypyrimidin-5-yl)-4-((4-(1-methyl-4-(trifluoromethyl)-1H-imidazol-2-yl)benzyl)oxy)-1H-pyrazolo[3,4-d]pyrimidine